CC=1SC=CC1B(O)O (2-methylthiophen-3-yl)boronic acid